CC1=NNC2=CC=C(C=C12)NC1=NC(=NC=C1)C1=CC=C2C=C(NC2=C1)C(=O)NC1=CN=NC=C1 6-(4-((3-methyl-1H-indazol-5-yl)amino)pyrimidin-2-yl)-N-(pyridazin-4-yl)-1H-indole-2-carboxamide